(S)-7,8-dibromo-8'-(difluoromethoxy)-6'-(trifluoromethyl)-3'h-spiro[chroman-4,2'-imidazo[1,2-a]pyridine] BrC1=CC=C2C(=C1Br)OCC[C@]21N=C2N(C=C(C=C2OC(F)F)C(F)(F)F)C1